4-[3-[5-(difluoromethoxy)-2-pyridinyl]-1-methyl-pyrazol-4-yl]-1H-pyrrolo[2,3-b]pyridine FC(OC=1C=CC(=NC1)C1=NN(C=C1C1=C2C(=NC=C1)NC=C2)C)F